[N+](=O)([O-])C1=CC=C(CSC2=CC=C(C(=O)[O-])C=C2)C=C1 4-((4-nitrobenzyl)thio)benzoate